N1=CC(=CC=C1)C=1C=C2C=CNC2=CC1 5-(pyridin-3-yl)-1H-indole